Benzyl-(4-((methoxycarbonyl)oxy)phenyl)sulfonium triflate [O-]S(=O)(=O)C(F)(F)F.C(C1=CC=CC=C1)[SH+]C1=CC=C(C=C1)OC(=O)OC